The molecule is a pyrrolopyrimidine that is 7-deazaguanine bearing an aminomethyl substituent at the 7 position. It is a conjugate base of a 7-ammoniomethyl-7-deazaguanine. C1=C(C2=C(N1)N=C(NC2=O)N)CN